4-Hydroxyazobenzene-2-carboxylic acid ON=NC1=CC(=CC=C1)C(=O)O